4-(7-((1-ethyl-3-methyl-1H-pyrazol-5-yl)sulfonyl)-7-azaspiro[3.5]non-2-yl)morpholine C(C)N1N=C(C=C1S(=O)(=O)N1CCC2(CC(C2)N2CCOCC2)CC1)C